2,3,4,5-tetrafluoro-N-(3-fluoro-4-methoxyphenyl)-6-(methylsulfonyl)aniline FC1=C(NC2=CC(=C(C=C2)OC)F)C(=C(C(=C1F)F)F)S(=O)(=O)C